OC1=CC=C(C=C1)C(=C(CC)C1=CC=C(C=C1)O)C1=CC=C(C=C1)N1CCC(CC1)CN1C(C(N(C(C1([2H])[2H])([2H])[2H])C=1C=C2C(N(C(C2=CC1F)=O)C1C(NC(CC1)=O)=O)=O)([2H])[2H])([2H])[2H] 5-(4-((1-(4-(1,2-bis(4-hydroxyphenyl)but-1-en-1-yl)phenyl)piperidin-4-yl)methyl)piperazin-1-yl-2,2,3,3,5,5,6,6-d8)-2-(2,6-dioxopiperidin-3-yl)-6-fluoroisoindoline-1,3-dione